C(=C)OC(CCOC=C)OC=C 1,1,3-Tris(ethenyloxy)propane